FC(C(=O)O)(F)F.C(=C)C1CNC1 3-vinylazetidine 2,2,2-trifluoroacetate salt